(1-(2-fluoro-5-nitrophenyl)-3-hydroxypropyl)carbamic acid tert-butyl ester C(C)(C)(C)OC(NC(CCO)C1=C(C=CC(=C1)[N+](=O)[O-])F)=O